FC=1C(=C(C=CC1F)C1C(OC2(CCC12C)C(F)(F)F)C(=O)N)OC 4-(3,4-Difluoro-2-methoxyphenyl)-5-methyl-1-trifluoromethyl-2-oxabicyclo[3.2.0]heptane-3-carboxamide